O[C@@H]1C[C@H](N(C1)C([C@H](C(C)(C)C)NC(CCCCCCCCCCCO)=O)=O)C(=O)N[C@@H](C)C1=CC=C(C=C1)C1=C(N=CS1)C (2S,4R)-4-hydroxy-1-((S)-2-(12-hydroxydodecanamido)-3,3-dimethylbutanoyl)-N-((S)-1-(4-(4-methylthiazol-5-yl)phenyl)ethyl)pyrrolidine-2-carboxamide